10-[(dimethylamino)methyl]-4-ethyl-4,9-dihydroxy-1H-pyrano[3',4':6,7]indolizino[1,2-b]quinoline-3,14(4H,12H)-dione monohydrochloride Cl.CN(C)CC=1C=2C=C3C(=NC2C=CC1O)C1=CC2=C(C(N1C3)=O)COC(C2(O)CC)=O